2,6-dimethoxynaphthalene COC1=CC2=CC=C(C=C2C=C1)OC